[1-[[6-chloro-2-(1-methyl-1,2,4-triazol-3-yl)-3-pyridinyl]amino]ethyl]-4-ethyl-7-methyl-3-(2-pyridinyl)pyrazolo[3,4-c]isoquinolin-5-one ClC1=CC=C(C(=N1)C1=NN(C=N1)C)NC(C)C1=NN(C=2N(C(C=3C=C(C=CC3C21)C)=O)CC)C2=NC=CC=C2